2-[[4-(4-sulfamoyl-benzylamino)-6-[(4-sulfamoyl-benzylcarbamoyl)-methyl]-2-pyrimidinyl]amino]-4-methyl-5-thiazolecarboxylic acid ethyl ester C(C)OC(=O)C1=C(N=C(S1)NC1=NC(=CC(=N1)NCC1=CC=C(C=C1)S(N)(=O)=O)CC(NCC1=CC=C(C=C1)S(N)(=O)=O)=O)C